methyl (2R)-glycidate COC(=O)[C@H]1CO1